ClC1=NC=CC(=N1)NC1=CN=NC2=C(C=CC=C12)C1CC1 N-(2-chloropyrimidin-4-yl)-8-cyclopropylcinnolin-4-amine